1,6-bisphosphinylhexane [PH2](=O)CCCCCC[PH2]=O